ClC=1C(OC(C1Cl)C1=CNC2=CC=CC=C12)=O 3,4-Dichloro-5-(1H-indol-3-yl)-5H-furan-2-one